2-amino-5-((((1S,4S,5R)-4,5-dihydroxy-2-cyclopenten-1-yl)amino)methyl)-1,7-dihydro-4H-pyrrolo(2,3-d)pyrimidin-4-one NC1=NC(C2=C(N1)NC=C2CN[C@H]2C=C[C@@H]([C@@H]2O)O)=O